(3S,4R)-4-({6-cyano-7-[1-(1,1-difluoroethyl)cyclobutyl]-5-fluoropyrrolo[2,1-f][1,2,4]triazin-2-yl}amino)oxan-3-yl acetate C(C)(=O)O[C@@H]1COCC[C@H]1NC1=NN2C(C=N1)=C(C(=C2C2(CCC2)C(C)(F)F)C#N)F